NC(C=1C=CC(=NC1)C1=C(C=C(C#N)C=C1)OC1=CC(=NC(=C1)N1CCOCC1)C)C#N 4-[5-[amino(cyano)methyl]pyridin-2-yl]-3-(2-methyl-6-morpholin-4-ylpyridin-4-yl)oxybenzonitrile